tert-butyl ((5-ethoxy-4-oxo-7-(4,4,5,5-tetramethyl-1,3,2-dioxaborolan-2-yl)-3,4-dihydrophthalazin-1-yl)methyl)carbamate C(C)OC1=C2C(NN=C(C2=CC(=C1)B1OC(C(O1)(C)C)(C)C)CNC(OC(C)(C)C)=O)=O